2-(bicyclo[1.1.1]pentan-1-yl)-1'-(3,7-dimethyl-1H-indazole-5-carbonyl)-5H-spiro[benzo[d]thiazole-6,4'-piperidin]-4(7H)-one C12(CC(C1)C2)C=2SC1=C(N2)C(CC2(CCN(CC2)C(=O)C=2C=C3C(=NNC3=C(C2)C)C)C1)=O